N[C@@H]1C[C@H](N(C1)C(=O)C=1N=C2N(C=C(C=C2)Cl)C1)C=1SC=C(N1)C(=O)NCCC=1C(=NC(=CC1C)N)C 2-((2S,4R)-4-Amino-1-(6-chloroimidazo[1,2-a]pyridin-2-carbonyl)pyrrolidin-2-yl)-N-(2-(6-amino-2,4-dimethylpyridin-3-yl)ethyl)thiazol-4-carboxamid